N-(4-methyl-3-(2-((tetrahydro-2H-pyran-4-yl)amino)-8,9-dihydroimidazo[1',2':1,6]pyrido[2,3-d]pyrimidin-6-yl)phenyl)-4-(trifluoromethyl)picolinamide hydrogen chloride Cl.CC1=C(C=C(C=C1)NC(C1=NC=CC(=C1)C(F)(F)F)=O)C1=CC2=C(N=C(N=C2)NC2CCOCC2)N2C1=NCC2